1,1,1,3,3-pentamethyl-3-vinyldisiloxane C[Si](O[Si](C=C)(C)C)(C)C